tert-butyl N-[(2S)-1-[5-chloro-3-(1H-imidazol-2-yl)-7-[(thiophen-2-ylmethyl)amino]furo[3,2-b]pyridin-2-yl]propan-2-yl]carbamate ClC1=CC(=C2C(=N1)C(=C(O2)C[C@H](C)NC(OC(C)(C)C)=O)C=2NC=CN2)NCC=2SC=CC2